CN(CCCCCCCCCCCCCCCC)C dimethyl-(hexadecyl)amine